BrC=1N(C(=C(N1)C)C=C(C(=O)[O-])F)CC1OCC1 3-(2-bromo-4-methyl-1-(oxetan-2-ylmethyl)-1H-imidazol-5-yl)-2-fluoroacrylate